C(#N)C=1C=C(C=CC1)C1=CC(=NC(=N1)N[C@@H](C(=O)O)C)C=1N=NN(C1)CC1=NC(=CC=C1)C(F)(F)F (R)-2-[6-(m-cyanophenyl)-4-(1-{[6-(trifluoromethyl)-2-pyridinyl]methyl}-1H-1,2,3-triazol-4-yl)-2-pyrimidinylamino]propionic acid